2-Phenyl-1,3-dioxan-5-yl (R)-5-(1,2-dithiolan-3-yl)pentanoate S1S[C@@H](CC1)CCCCC(=O)OC1COC(OC1)C1=CC=CC=C1